2-((Benzo[d]thiazol-5-ylmethyl)(dicyclohexylmethyl)amino)-2-oxoacetic acid S1C=NC2=C1C=CC(=C2)CN(C(C(=O)O)=O)C(C2CCCCC2)C2CCCCC2